tert-butyl (tert-butoxycarbonyl)(4-((2-(2,6-dioxopiperidin-3-yl)-1-oxoisoindolin-4-yl)((1s,4s)-4-methylcyclohexyl)amino)butyl)carbamate C(C)(C)(C)OC(=O)N(C(OC(C)(C)C)=O)CCCCN(C1CCC(CC1)C)C1=C2CN(C(C2=CC=C1)=O)C1C(NC(CC1)=O)=O